n-hexanoic acid phenyl ester C1(=CC=CC=C1)OC(CCCCC)=O